N-(4-{[3-(3-cyano-4-methoxyphenyl)-1-{[2-(trimethylsilyl)ethoxy]methyl}-1H-pyrrolo[2,3-b]pyridin-4-yl]oxy}-3,5-difluorophenyl)-N'-[(3-methyloxetan-3-yl)methyl]urea C(#N)C=1C=C(C=CC1OC)C1=CN(C2=NC=CC(=C21)OC2=C(C=C(C=C2F)NC(=O)NCC2(COC2)C)F)COCC[Si](C)(C)C